1-(bromo-methyl)-4-(trifluoro-methyl-sulfonyl)benzene tert-butyl-3-(2-methylpyridin-4-yl)azetidine-1-carboxylate C(C)(C)(C)OC(=O)N1CC(C1)C1=CC(=NC=C1)C.BrCC1=CC=C(C=C1)S(=O)(=O)C(F)(F)F